8-bromooctyl-methyl-dimethoxysilane BrCCCCCCCC[Si](OC)(OC)C